2-phenylcyclopentanol C1(=CC=CC=C1)C1C(CCC1)O